3-hydroxypropionyl-phosphate OCCC(=O)OP(=O)([O-])[O-]